O1CCN(CC1)C1=NC=NC(=C1)NC=1SC(=CN1)C=1OC(=NN1)C1=CC=CC=C1 4-morpholino-6-((5-(5-phenyl-1,3,4-oxadiazol-2-yl)thiazol-2-yl)amino)pyrimidine